N-(3,5-dichlorophenyl)-5-methyl-4-phenyl-[2,4'-bithiazole]-2'-amine ClC=1C=C(C=C(C1)Cl)NC=1SC=C(N1)C=1SC(=C(N1)C1=CC=CC=C1)C